C1=NC=CC2=C(C=CC=C12)NC(C1=CC(=C(C=C1)NC1CCN(CC1)C)C(F)(F)F)=O N-(isoquinolin-5-yl)-4-[(1-methylpiperidin-4-yl)amino]-3-(trifluoromethyl)benzamide